FC1(CN(CC1)C1=NC=CC(=C1NC(=O)C=1C=NC(=NC1)C(C)C)C=1C=CC2=C(NCCO2)C1)F N-[2-(3,3-difluoropyrrolidin-1-yl)-4-(3,4-dihydro-2H-1,4-benzoxazin-6-yl)-3-pyridyl]-2-isopropyl-pyrimidine-5-carboxamide